2,2-diethoxy-1-oxa-2-silacyclohexan-6-one C(C)O[Si]1(OC(CCC1)=O)OCC